(R)-N-(4-((2-(2-Fluorophenyl)pyridin-4-yl)amino)-7-((1-(2-methoxyethyl)pyrrolidine-3-yl)oxy)quinazolin-6-yl)acrylamide FC1=C(C=CC=C1)C1=NC=CC(=C1)NC1=NC=NC2=CC(=C(C=C12)NC(C=C)=O)O[C@H]1CN(CC1)CCOC